NC=1C(=NC=C(N1)N1CCC2([C@@H](COC2)N)CC1)SC1=C(C2=C(OCC(N2)=O)C=C1)Cl (S)-6-((3-amino-5-(4-amino-2-oxa-8-azaspiro[4.5]decan-8-yl)pyrazin-2-yl)thio)-5-chloro-2H-benzo[b][1,4]oxazin-3(4H)-one